(6-(4-(Difluoromethyl)benzyl)-2-azaspiro[3.3]heptan-2-yl)((1s,3s)-3-hydroxy-3-methylcyclobutyl)methanon FC(C1=CC=C(CC2CC3(CN(C3)C(=O)C3CC(C3)(C)O)C2)C=C1)F